NC1CCN(CC1)C(CNC(C1=C(C=C(C=C1)NC=1C=2N(C=CN1)C(=CN2)C=2C(=NN(C2)CC#N)C(F)(F)F)CC)=O)=O N-[2-(4-amino-1-piperidyl)-2-oxo-ethyl]-4-[[3-[1-(cyanomethyl)-3-(trifluoromethyl)pyrazol-4-yl]imidazo[1,2-a]pyrazin-8-yl]amino]-2-ethyl-benzamide